C(C1=CC=CC=C1)O[C@](C)(CCCOC[C@H](C)O[Si](C)(C)C(C)(C)C)C(F)(F)F (2R)-2-benzyloxy-5-[(2S)-2-[tert-butyl-(dimethyl)silyl]oxypropoxy]-2-(trifluoromethyl)pentane